(R)-{3,5-bis(trifluoromethyl)phenyl}[1,1-dioxido-4-{1-(pyrimidin-2-yl)-1H-1,2,4-triazol-5-yl}thiazolidin-3-yl]methanone FC(C=1C=C(C=C(C1)C(F)(F)F)C(=O)N1CS(C[C@H]1C1=NC=NN1C1=NC=CC=N1)(=O)=O)(F)F